6-bromo-7-ethoxy-8-fluoro-2-(2-methylsulfonylethyl)imidazo[1,2-a]pyridine BrC=1C(=C(C=2N(C1)C=C(N2)CCS(=O)(=O)C)F)OCC